(R)-(2-(2-methoxy-7-methylquinoxalin-5-yl)-7,8-dihydro-[1,4]dioxino[2',3':3,4]benzo[1,2-d]thiazol-7-yl)methyl (2-methylpyrimidin-5-yl)carbamate CC1=NC=C(C=N1)NC(OC[C@@H]1OC2=C(C3=C(N=C(S3)C3=C4N=CC(=NC4=CC(=C3)C)OC)C=C2)OC1)=O